CN1N=CC=2C1=NC(=NC2O)C(F)(F)F 1-methyl-6-(trifluoromethyl)-1H-pyrazolo[3,4-d]pyrimidin-4-ol